2-bromo-11-fluoro-8H-dibenzo[3,4:6,7]cyclohepta[1,2-b]thiophen-8-one BrC1=CC2=C(S1)C1=C(C(C3=C2C=CC=C3)=O)C=CC(=C1)F